D-valine-methacrylamide C(C(=C)C)(=O)N.N[C@H](C(C)C)C(=O)O